C1(CCC1)OC1=CN=CC(=N1)C1=CC(=C(C(=C1)F)N1CC(CC1)CC(=O)O)F {1-[4-(6-Cyclobutoxy-pyrazin-2-yl)-2,6-difluoro-phenyl]-pyrrolidin-3-yl}-acetic acid